C1(=CC=CC=C1)C(=O)C1=C(N2C(S1)=NC1=C2C=CC=C1)C1=CC=CC=C1 phenyl-(3-phenylbenzo[4,5]imidazo[2,1-b]thiazol-2-yl)methanone